CN(C1=CC=C(C=N1)C1=CC=C(C=C1)C=1SC2=C(N1)C=CC(=C2)N(C(OC(C)(C)C)=O)CCOCCI)C tert-butyl N-[2-[4-[6-(dimethylamino)pyridin-3-yl]phenyl]-1,3-benzothiazol-6-yl]-N-[2-(2-iodoethoxy)ethyl]carbamate